C(C1=CC=CC=C1)OC(=O)NC1CC2(C1)CCN(CC2)CC2(CCN(CC2)C(=O)OC(C)(C)C)C tert-butyl 4-((2-(((benzyloxy) carbonyl) amino)-7-azaspiro[3.5]non-7-yl) methyl)-4-methylpiperidine-1-carboxylate